(3R)-3-[(2S)-1-(tert-butoxy)-3-[3-(1-ethoxyvinyl)phenyl]-1-oxopropane-2-yl]pyrrolidine-1-carboxylate C(C)(C)(C)OC([C@@H](CC1=CC(=CC=C1)C(=C)OCC)[C@@H]1CN(CC1)C(=O)[O-])=O